C(C)(C)(C)C1=CC(=C(C(=C1)C)C=1NC2=CC=CC=C2C(C1C(=C)C)=O)OC1=C(C=C(C=C1)F)OC 2-[4-Tert-butyl-2-(4-fluoro-2-methoxy-phenoxy)-6-methyl-phenyl]-3-isopropenyl-1H-quinolin-4-one